N-(1-methyl-8-azaspiro[4.5]decan-1-yl)acetamide 6-(4,4,5,5-tetramethyl-1,3,2-dioxaborolan-2-yl)-3-azabicyclo[3.1.0]hexane-3-carboxylate CC1(OB(OC1(C)C)C1C2CN(CC12)C(=O)O)C.CC1(CCCC12CCNCC2)NC(C)=O